C1=C2N(CC=N1)C(CC2)C(=O)O.CN2N=CC1=CC=C(C=C21)C2CCC(CC2)OC[C@@H]2CNCC[C@@H]2NS(=O)(=O)C N-((3R,4S)-3-(((4-(1-methyl-1H-indazol-6-yl)cyclohexyl)oxy)methyl)piperidin-4-yl)methanesulfonamide 4,6,7,8-tetrahydropyrrolo[1,2-a]pyrazine-6-carboxylate